(R)-4-(3-Chloro-4-(3,3,3-trifluoro-2-hydroxy-2-methylpropanamido)phenylsulfonyl)-N,N-dimethylbenzamide ClC=1C=C(C=CC1NC([C@@](C(F)(F)F)(C)O)=O)S(=O)(=O)C1=CC=C(C(=O)N(C)C)C=C1